furfuryl 2-ethylacrylate C(C)C(C(=O)OCC1=CC=CO1)=C